N1N=CC=2C1=NC(=CN2)N[C@@H](C)C=2C=C(C=CC2)NC(C2=CN=CC(=C2)CC)=O (S)-N-(3-(1-((1H-pyrazolo[3,4-b]pyrazin-6-yl)amino)ethyl)phenyl)-5-ethylnicotinamide